C(C)(C)(C)OC(=O)N[C@H]1C[C@@H](CCC1)C1=NC=C2N1C(=CN=C2Cl)/C=C/CCCCCC(=O)OC(C)(C)C tert-butyl (E)-8-[3-[(1R,3R)-3-(tert-butoxycarbonylamino)cyclohexyl]-8-chloro-imidazo[1,5-a]pyrazin-5-yl]oct-7-enoate